C(C)(C)N(C(OC1=C(C(=CC(=C1)C(C)(C)C)C)OC(N(C(C)C)C(C)C)=O)=O)C(C)C 5-(tert-butyl)-3-methyl-1,2-phenylene bis(diisopropyl carbamate)